C1(CC1)N1N=C(C(=C1NC(OCC(F)F)=O)C)C1CC(C1)(F)F 2,2-difluoroethyl (1-cyclopropyl-3-(3,3-difluorocyclobutyl)-4-methyl-1H-pyrazol-5-yl)carbamate